C(C)(C)(C)C1=C(C(=NC(=C1)C1=CC=C(C=C1)C)N)N tert-butyl-6-(p-tolyl)pyridine-2,3-diamine